(S)-2-(1-(2,3-difluorobenzyl)-5-oxopyrrolidin-2-yl)acetic acid FC1=C(CN2[C@@H](CCC2=O)CC(=O)O)C=CC=C1F